N,N-diethyl-acrylamid C(C)N(C(C=C)=O)CC